PHENYLPYRIDINE C1=CC=C(C=C1)C2=CN=CC=C2